(4aR,8aS)-6-[6-[[5-[1-(trifluoromethyl)cyclopropyl]pyrazin-2-yl]methyl]-2-azaspiro[3.3]heptane-2-carbonyl]-4,4a,5,7,8,8a-hexahydropyrido[4,3-b][1,4]oxazin-3-one FC(C1(CC1)C=1N=CC(=NC1)CC1CC2(CN(C2)C(=O)N2C[C@@H]3[C@@H](OCC(N3)=O)CC2)C1)(F)F